5-((1R,3r,5S)-(3-((5-cyclopropyl-3-(2,6-dichlorophenyl)isoxazol-4-yl)methoxy)-8-azabicyclo[3.2.1]octan-8-yl)-1,3,4-oxadiazol-2-yl)-3-fluorobenzoic acid C1(CC1)C1=C(C(=NO1)C1=C(C=CC=C1Cl)Cl)COC1C[C@H]2CC[C@@H](C1)N2C2=NN=C(O2)C=2C=C(C=C(C(=O)O)C2)F